FC1=C(CN)C=CC(=C1F)F 2,3,4-trifluorobenzyl-amine